8,8'-(((1s,2r)-2-hydroxycyclohexyl)azanediyl)bis(N,N-didecyloctanamide) O[C@H]1[C@H](CCCC1)N(CCCCCCCC(=O)N(CCCCCCCCCC)CCCCCCCCCC)CCCCCCCC(=O)N(CCCCCCCCCC)CCCCCCCCCC